1-(1-(piperidin-4-ylmethyl)-1H-indol-4-yl)dihydropyrimidine-2,4(1H,3H)-dione N1CCC(CC1)CN1C=CC2=C(C=CC=C12)N1C(NC(CC1)=O)=O